OC=1C=C(C(=O)O[C@H]2[C@@H](OC3=CC(=CC(=C3C2)O)O)C2=CC(=C(C=C2)O)O)C=C(C1O)O (2S,3R)-2-(3,4-dihydroxyphenyl)-5,7-dihydroxy-chroman-3-yl 3,4,5-trihydroxybenzoate